3,4-dimethylbenzoyl-diphenylphosphine oxide CC=1C=C(C(=O)P(C2=CC=CC=C2)(C2=CC=CC=C2)=O)C=CC1C